2-(2-chloro-6-cyano-3-methoxyphenyl)acetic acid ClC1=C(C(=CC=C1OC)C#N)CC(=O)O